3-(4-Chlorophenyl)-N-((4-iodophenyl)sulfonyl)-4-phenyl-4,5-dihydro-1H-pyrazole-1-carbothioamide ClC1=CC=C(C=C1)C1=NN(CC1C1=CC=CC=C1)C(NS(=O)(=O)C1=CC=C(C=C1)I)=S